ClC=1C=CC=C2C(=CN=CC12)N1C(N(C(CC1)=O)C)=O (8-chloro-4-isoquinolinyl)-3-methyl-hexahydropyrimidine-2,4-dione